C(CCCCCCCCCCCCCCCCCCC)(=O)O[C@@H]1[C@](O[C@H](C1)N1C2=NC(=NC(=C2N=C1)N)F)(COP(=O)(OC1=CC=CC=C1)N[C@H](C(=O)OCCCCCCCCCCCCCCCCCC)CC1=CC=CC=C1)C#C (2R,3S,5R)-5-(6-amino-2-fluoro-9H-purin-9-yl)-2-ethynyl-2-((((((S)-1-(octadecyloxy)-1-oxo-3-phenylpropan-2-yl)amino)(phenoxy)phosphoryl)oxy) methyl)tetrahydrofuran-3-yl icosanoate